C(C)OP(=O)(N[C@H](C(OCCC)=O)C)CC1=CC2=C(SC(=C2)C(=O)OCC=C)C=C1 allyl 5-((ethoxy(((S)-1-oxo-1-propoxypropan-2-yl)amino)phosphoryl)methyl)benzo[b]thiophene-2-carboxylate